3,3'-dimethyl-bipyridine CC=1C(=NC=CC1)C1=NC=CC=C1C